pyrrolidin-3-ylcarbamate N1CC(CC1)NC([O-])=O